4-((4-cyanophenyl)sulfonylamino)benzoic acid C(#N)C1=CC=C(C=C1)S(=O)(=O)NC1=CC=C(C(=O)O)C=C1